(M)-6-Chloro-4-[(2S,5R)-2,5-dimethyl-4-prop-2-enoyl-piperazin-1-yl]-7-[2-[(1RS)-1-hydroxyeth-yl]phenyl]-1-(2-isopropyl-4-methyl-3-pyridyl)pyrido[2,3-d]pyrimidin-2-one ClC1=CC2=C(N(C(N=C2N2[C@H](CN([C@@H](C2)C)C(C=C)=O)C)=O)C=2C(=NC=CC2C)C(C)C)N=C1C1=C(C=CC=C1)[C@@H](C)O |&1:40|